5-(Hydroxymethyl)furan-2-Carbonitril OCC1=CC=C(O1)C#N